Chloro-N-[1-(2-cyclopropylpyridin-4-yl)-1H-indazol-4-yl]-5-{[(3,3-dimethylbutanoyl)amino]methyl}benzamide ClC1=C(C(=O)NC2=C3C=NN(C3=CC=C2)C2=CC(=NC=C2)C2CC2)C=C(C=C1)CNC(CC(C)(C)C)=O